4-(N,N-di(t-butoxycarbonyl)-amino)-5-bromo-8-methoxyquinazoline C(C)(C)(C)OC(=O)N(C(=O)OC(C)(C)C)C1=NC=NC2=C(C=CC(=C12)Br)OC